4-(4-bromo-3-(hydroxymethyl)phenoxy)benzyl alcohol BrC1=C(C=C(OC2=CC=C(CO)C=C2)C=C1)CO